3-(N-methyl-N-((1-methylpiperidin-2-yl)methyl)sulfamoyl)-1-(1,2,3,5,6,7-hexahydro-s-indacen-4-yl)urea, potassium salt [K].CN(S(=O)(=O)NC(NC1=C2CCCC2=CC=2CCCC12)=O)CC1N(CCCC1)C